D-3-fluoro-4-(1-isopropyl-4-(trifluoromethyl)-1H-imidazol-2-yl)-5-methoxybenzoic acid methyl ester COC(C1=CC(=C(C(=C1)OC)C=1N(C=C(N1)C(F)(F)F)C(C)C)F)=O